8-((3-(but-3-yn-1-yloxy)-3-oxopropyl)(3-(dimethylamino)propyl)amino)octyl nonanoate C(CCCCCCCC)(=O)OCCCCCCCCN(CCCN(C)C)CCC(=O)OCCC#C